FC1([C@]2(CCC(C1)C2)C(=O)N2C[C@H]1OC3=C([C@@H]2C1)C=NC=C3C#N)F |o1:2| (2S,5S)-4-[(S or R)-2,2-difluorobicyclo[2.2.1]heptane-1-carbonyl]-2,3,4,5-tetrahydro-2,5-methanopyrido[3,4-f][1,4]oxazepine-9-carbonitrile